3-ethynyl-6-morpholinoimidazo[1,2-b]pyridazin-8-amine C(#C)C1=CN=C2N1N=C(C=C2N)N2CCOCC2